C(CCCCCCC)(=O)O[C@@H](COC(CCCCCCC)=O)[C@@H](OC(CCCCCCC)=O)[C@H](OC(CCCCCCC)=O)COC(CCCCCCC)=O Xylitol pentan-octanoate